IC1=C(C2=C(S1)C(=CC=C2)[N+](=O)[O-])CC#N 2-(2-iodo-7-nitrobenzo[b]thiophen-3-yl)acetonitrile